The molecule is a L-lysine derivative that is L-lysine having a carbamoyl group at the N(6)-position. It is found in individuals with urea cycle disorders. It has a role as a mouse metabolite and a human metabolite. It is a member of ureas, a L-lysine derivative and a non-proteinogenic L-alpha-amino acid. It is a tautomer of a L-homocitrulline zwitterion. C(CCNC(=O)N)C[C@@H](C(=O)O)N